ClC1=NC(=NC=C1C(F)(F)F)N[C@@H]1[C@@H](CN(CC1)S(=O)(=O)C=1N=CNC1)C 4-chloro-N-[(3R,4S)-1-(1H-imidazol-4-ylsulfonyl)-3-methylpiperidin-4-yl]-5-(trifluoromethyl)pyrimidin-2-amine